C=C(C)C1=C(C=CC=C1)NC1CCN(CC1)C(C)=O 1-(4-((2-(prop-1-en-2-yl)phenyl)amino)piperidin-1-yl)ethan-1-one